(S)-3-((tert-butoxycarbonyl)amino)-2-(4-(((2,4-dimethylbenzoyl)oxy)methyl)phenyl)propanoic acid C(C)(C)(C)OC(=O)NC[C@@H](C(=O)O)C1=CC=C(C=C1)COC(C1=C(C=C(C=C1)C)C)=O